hexahydro-pyrrolo[3,4-c]pyrrole C1NCC2C1=CNC2